2-Chloro-5-cyclopropyl-7-((2-(trimethylsilyl)ethoxy)methyl)-7H-pyrrolo[2,3-d]pyrimidine ClC=1N=CC2=C(N1)N(C=C2C2CC2)COCC[Si](C)(C)C